C(C)OC1=NC(=NC=C1C(=O)NC1=CC2=C(N=C(O2)C)C(=C1)F)SC 4-ethoxy-N-(4-fluoro-2-methylbenzo[d]oxazol-6-yl)-2-(methylsulfanyl)pyrimidine-5-carboxamide